C(C)OC1=C(C(=O)O)C=C(C=C1)C=1NC=CN1 2-ethoxy-5-(1H-imidazol-2-yl)benzoic acid